C(C)(C)(C)OC(=O)N[C@H](C(=O)OC(C)(C)C)CC=1SC=C(N1)C=1C=NC=2N(C1)N=C(C2)C(N)=O tert-butyl (S)-2-((tert-butoxycarbonyl)amino)-3-(4-(2-carbamoylpyrazolo[1,5-a]pyrimidin-6-yl)thiazol-2-yl)propanoate